4,4-bis((8-fluorooctyl)oxy)butyronitrile FCCCCCCCCOC(CCC#N)OCCCCCCCCF